1-Phenyl-3-(2,3-dimethoxystyryl)-5-(2,3-dimethoxyphenyl)-pyrazoline C1(=CC=CC=C1)N1NC(=CC1C1=C(C(=CC=C1)OC)OC)C=CC1=C(C(=CC=C1)OC)OC